C1(=CC=C(C=C1)[Al](C1=CC=C(C=C1)C)C1=CC=C(C=C1)C)C tri-p-tolylaluminum